O=[Si](O)O[Si](O)(O)O[Si](=O)O trisilicate